N-[4-(2,6-Dimethylphenyl)-6-[4-(4-methylmorpholin-3-yl)phenoxy]pyrimidin-2-yl]-1-methyl-pyrazole-4-sulfonamide CC1=C(C(=CC=C1)C)C1=NC(=NC(=C1)OC1=CC=C(C=C1)C1N(CCOC1)C)NS(=O)(=O)C=1C=NN(C1)C